NC=1C(NC2=CC=C(C=C2C1C1=C2C=NNC2=C(C=C1)Cl)C(=O)N1CCOCC1)=O 3-amino-4-(7-chloro-1H-indazol-4-yl)-6-(morpholine-4-carbonyl)-1H-quinolin-2-one